N(=[N+]=[N-])CC=1C(NC(N([C@H]2C[C@H](O)[C@@H](COC(C3=CC=C(C=C3)OC)(C3=CC=C(C=C3)OC)C3=CC=CC=C3)O2)C1)=O)=O 5-azidomethyl-5'-O-(4,4'-dimethoxytrityl)-2'-deoxyuridine